2,2-difluoro-2-hydroxyacetic acid FC(C(=O)O)(O)F